COCCNC(=O)C1N(CCC(C1)CCC1=CC=CC=C1)C(=O)OC(C)(C)C tert-Butyl 2-((2-methoxyethyl)carbamoyl)-4-phenethylpiperidine-1-carboxylate